2-iminothiolane (methyl 4-mercaptobutyrimidate) CC(C(O)=N)CCS.N=C1SCCC1